[C@H]1(CCC2=CC=CC=C12)NC(N)=O 3-((R)-2,3-dihydro-1H-inden-1-yl)urea